4-oxoMethyl-1,4-dihydropyridine-3-carboxylate O=CC1C(=CNC=C1)C(=O)[O-]